(S,E)-6-(5-(3,3-dimethyloxiran-2-yl)-3-methylpent-2-en-1-yl)-5-hydroxy-3,7-bis(methoxymethoxy)-2-(4-(methoxymethoxy)phenyl)-4H-chromen-4-one CC1([C@@H](O1)CC/C(=C/CC=1C(=C2C(C(=C(OC2=CC1OCOC)C1=CC=C(C=C1)OCOC)OCOC)=O)O)/C)C